[N+](=[N-])(C(=O)N)C(=O)N diazo-dicarboxamide